(S)-(2-bromopyridin-3-yl)(2-(((tert-butyldimethylsilyl)oxy)methyl)piperidin-1-yl)methanone BrC1=NC=CC=C1C(=O)N1[C@@H](CCCC1)CO[Si](C)(C)C(C)(C)C